C(C)SC1=NN2C(N=CC=C2C2=CC=C(C=C2)F)=C1C(=O)O 2-(ethylthio)-7-(4-fluorophenyl)pyrazolo[1,5-a]pyrimidine-3-carboxylic acid